C[C@H]1[C@H]([C@H]([C@@H]([C@@H](O1)O[C@@H]2[C@H](O[C@H]([C@@H]([C@H]2O[C@H]3[C@@H]([C@H]([C@H]([C@H](O3)CO)O)O)O)O)O[C@@H]4[C@H]([C@@H](O[C@@H]([C@@H]4O)CO)O[C@@H]5[C@H](O[C@H]([C@@H]([C@H]5O)O)O)CO)NC(=O)C)CO)O)O)O The molecule is a branched amino pentasaccharide consisting of two D-glucose residues (one at the reducing end), one N-acetyl-D-glucosamine residue, one D-galactose residue and one L-fucose residue, linked as shown.